N-[5-(2,6-difluoro-4-methoxyphenyl)-2-{6-[4-(2,2-difluoroethyl)piperazin-1-yl]-3-(trifluoromethyl)pyridin-2-yl}-1-methyl-3-oxo-2,3-dihydro-1H-pyrazol-4-yl]-4-(difluoromethoxy)benzamide FC1=C(C(=CC(=C1)OC)F)C1=C(C(N(N1C)C1=NC(=CC=C1C(F)(F)F)N1CCN(CC1)CC(F)F)=O)NC(C1=CC=C(C=C1)OC(F)F)=O